2-nonyl 3-mercaptopropanoate SCCC(=O)OC(C)CCCCCCC